pyridin-1-ylbenzenethiol N1(CC=CC=C1)C1=C(C=CC=C1)S